3-(6-amino-5-carbamoyl-4'-sulfamoyl-[1,1'-biphenyl]-3-yl)prop-2-yn-1-yl 2-bromobenzoate BrC1=C(C(=O)OCC#CC=2C=C(C(=C(C2)C(N)=O)N)C2=CC=C(C=C2)S(N)(=O)=O)C=CC=C1